C1(CCC1)N(C(OC(C)(C)C)=O)[C@H]1CN(CC1)C=1N=NC(=CC1)[Sn](C)(C)C tert-butyl N-cyclobutyl-N-[(3R)-1-[6-(trimethylstannyl)pyridazin-3-yl]pyrrolidin-3-yl]carbamate